BrC1=NNC(=C1)CN(CC(F)Cl)C N-((3-Bromo-1H-pyrazol-5-yl)methyl)-2-chloro-2-fluoro-N-methylethan-1-amine